L-(+)-valinol CC(C)C(CO)N